1-dimethylaminomethyl-1'-benzylferrocene CN(C)C[C-]1C=CC=C1.C(C1=CC=CC=C1)[C-]1C=CC=C1.[Fe+2]